tert-butyl N-[3-[2-(3-bromo-5-chloro-phenyl)-2-hydroxy-ethoxy]propyl]carbamate BrC=1C=C(C=C(C1)Cl)C(COCCCNC(OC(C)(C)C)=O)O